BrC1=CC=C2C=C(N(C2=C1)CC1CC1)C1=NC2=C(N1CC=1C=NN(C1)C)C(=CC(=C2)C(=O)N2C1CCC(C2)[C@H]1N)OC (7R)-2-{2-[6-bromo-1-(cyclopropylmethyl)-1H-indol-2-yl]-7-methoxy-1-[(1-methyl-1H-pyrazol-4-yl)methyl]-1H-1,3-benzodiazole-5-carbonyl}-2-azabicyclo[2.2.1]heptan-7-amine